FC(N1N=C(C=C1)C=O)F 1-(Difluoromethyl)-1H-pyrazole-3-carbaldehyde